6-[4-[acetyl(cyclopropylmethyl)amino]-3-chloro-phenyl]-N-(4-pyridyl)pyridine-3-carboxamide C(C)(=O)N(C1=C(C=C(C=C1)C1=CC=C(C=N1)C(=O)NC1=CC=NC=C1)Cl)CC1CC1